N1C=NC2=C1C=CC(=C2)OC=2C=C(C=CC2)C=2NC(=NN2)C(O)C2=CN=C(S2)C (5-(3-((1H-benzo[d]imidazol-5-yl)oxy)phenyl)-4H-1,2,4-triazol-3-yl)(2-methylthiazol-5-yl)methanol